BrC=1C=CC2=C(S[C@@]3([C@@H]([C@@H]([C@@]2(C3=O)O)C(=O)OC)C3=CC=CC=C3)C3=CC=C(C=C3)Br)C1 |r| rac-methyl (2S,3S,4S,5R)-8-bromo-2-(4-bromophenyl)-5-hydroxy-10-oxo-3-phenyl-2,3,4,5-tetrahydro-2,5-methanobenzo[b]thiepine-4-carboxylate